FC=1C=CC(=C(C1)C(C[C@@](CNC=1C=C2COC(C2=CC1)=O)(C(F)(F)F)O)(C)C)OC |r| (R/S)-5-[4-(5-fluoro-2-methoxyphenyl)-2-hydroxy-4-methyl-2-(trifluoromethyl)pentylamino]-isobenzofuran-1(3H)-one